4-(2-chloro-9-methyl-8-(1-((2-(trimethylsilyl)ethoxy)methyl)-1H-pyrazol-3-yl)-9H-purin-6-yl)morpholine ClC1=NC(=C2N=C(N(C2=N1)C)C1=NN(C=C1)COCC[Si](C)(C)C)N1CCOCC1